C1CC(=O)C=C1 cyclopentenone